FN1N=CC2=CC(=CC=C12)OC fluoro-5-methoxy-1H-indazol